(4-(2-hydroxyethoxy)phenyl)diphenylsulfonium tert-butyl-(6-aminopyridin-3-yl)carbamate C(C)(C)(C)N(C([O-])=O)C=1C=NC(=CC1)N.OCCOC1=CC=C(C=C1)[S+](C1=CC=CC=C1)C1=CC=CC=C1